CNCC1COC1 methyl-(oxetan-3-ylmethyl)amine